tert-butyl ((1-(3-amino-1-(4-methoxybenzyl)-1H-pyrazolo[3,4-b]pyrazin-6-yl)-3-methylpyrrolidin-3-yl)methyl)carbamate NC1=NN(C2=NC(=CN=C21)N2CC(CC2)(C)CNC(OC(C)(C)C)=O)CC2=CC=C(C=C2)OC